(5,9,13,17-tetramethyloctadec-4-enoyl)propanediol CC(=CCCC(=O)C(CC)(O)O)CCCC(CCCC(CCCC(C)C)C)C